CC1=C(C=2N(C=C1C1=C(C=3N=C(SC3N1)N1C[C@H](N(C[C@@H]1C)C(CN(C)C)=O)C)C(C)C)N=CN2)C 1-((2R,5S)-4-(5-(7,8-dimethyl-[1,2,4]triazolo[1,5-a]pyridin-6-yl)-6-isopropyl-4H-pyrrolo[3,2-d]thiazol-2-yl)-2,5-dimethylpiperazin-1-yl)-2-(dimethylamino)ethan-1-one